ClC=1C=CC(=C(C1)C=1N=C2N(C=CC=C2)C1C1=NC2=CC(=CN=C2C=C1)N1CCNCC1)F 2-[2-(5-chloro-2-fluoro-phenyl)imidazo[1,2-a]pyridin-3-yl]-7-piperazin-1-yl-1,5-naphthyridine